ClC1=CC=C(C=C1)C1(CCN(CC1)C(=O)C1CC2(C1)NC(OC2)=O)C (2s,4s)-2-(4-(4-chlorophenyl)-4-methylpiperidine-1-carbonyl)-7-oxa-5-azaspiro[3.4]octan-6-one